(7S)-3-amino-14-ethyl-7-methyl-4-oxo-4,5,6,7,13,14-hexahydro-1,15-ethenopyrazolo[4,3-f][1,4,8,10]-benzoxatriazacyclotridecine-12-carbonitrile NC1=NN2C3=C1C(NC[C@@H](OC1=C(CN(C(=N3)C=C2)CC)C(=CC=C1)C#N)C)=O